FC(OC1=CC=C(C=N1)C(CC(=O)O)CCCCCCC1=NC=2NCCCC2C=C1)F 3-(6-(difluoromethoxy)pyridin-3-yl)-9-(5,6,7,8-tetrahydro-1,8-naphthyridin-2-yl)nonanoic acid